N-(4-(6,7-dimethoxy-4-oxo-3,4-dihydrophthalazin-1-yl)-2,3-difluorobenzyl)-N-methyl-sulfamide hydrochloride Cl.COC=1C=C2C(NN=C(C2=CC1OC)C1=C(C(=C(CN(S(=O)(=O)N)C)C=C1)F)F)=O